(3-((tert-butyldimethylsilyl)oxy)propyl)phosphonic acid dimethyl ester COP(OC)(=O)CCCO[Si](C)(C)C(C)(C)C